methyl-1,2,4-triazole CC1=NNC=N1